4-(dimethylaminophenyl)-1,2,4-triazolin-3,5-dione CN(C)C1=C(C=CC=C1)N1C(N=NC1=O)=O